ClC=1C(=CC(=NC1)NC1CCC(CC1)NC(COCC1=NN=NN1C)C)C1=CC=CC(=N1)NCC1(CCOCC1)C#N 4-[[[6-[5-chloro-2-[[4-[[1-methyl-2-[(1-methyltetrazol-5-yl)methoxy]ethyl]amino]cyclohexyl]amino]-4-pyridyl]-2-pyridyl]amino]methyl]tetrahydropyran-4-carbonitrile